Cl.Cl.C(C)C1=C(N=C(C(=N1)C(=O)N)NC1=CC(=CC=C1)CCNC([C@H](C)NC)=O)NC(C)C 6-ethyl-5-(isopropylamino)-3-[3-[2-[[(2S)-2-(methylamino)propionyl]amino]ethyl]anilino]pyrazine-2-carboxamide dihydrochloride